bromohexyloxybenzaldehyde BrCCCCCCOC1=C(C=O)C=CC=C1